FC=1N=C(SC1CN1[C@H](C[C@H](C1)OC1=CC=NC2=CC(=CN=C12)F)C)NC(C)=O N-(4-fluoro-5-(((2S,4R)-4-((7-fluoro-1,5-naphthyridin-4-yl)oxy)-2-methylpyrrolidin-1-yl)methyl)thiazol-2-yl)acetamide